4-(3,3-diethyl-7-fluoro-2-methyl-3H-indol-5-yl)-5-fluoro-N-(5-(1-methylpiperidin-4-yl)pyridin-2-yl)pyrimidine C(C)C1(C(=NC2=C(C=C(C=C12)C1=NCN(C=C1F)C1=NC=C(C=C1)C1CCN(CC1)C)F)C)CC